C(=O)(O)C=1C(=C(C(=CC1)S(=O)(=O)C)C1=NOCC1)C 3-[3-carboxyl-2-methyl-6-(methylsulfonyl)phenyl]-4,5-dihydroisoxazole